FC=1C=C(C=CC1)[C@H](CNC(CCC1CCC(CC1)C(=O)OC)(C)C)O Methyl (1S,4s)-4-(3-(((R)-2-(3-fluorophenyl)-2-hydroxyethyl)amino)-3-methyl-butyl)cyclohexane-1-carboxylate